7-oxabicyclo-[4.1.0]hept-3-ylmethyl 7-oxabicyclo[4.1.0]heptane-3-carboxylate C12CC(CCC2O1)C(=O)OCC1CC2OC2CC1